C(#N)C1(CCN(CC1)C(=O)NC=1SC(=C(N1)C1=CC(=CC=C1)C#N)C1=CC(=NC(=C1)C)C(C)(C)O)C 4-cyano-N-[4-(3-cyanophenyl)-5-[2-(1-hydroxy-1-methyl-ethyl)-6-methyl-4-pyridyl]thiazol-2-yl]-4-methyl-piperidine-1-carboxamide